O=C1NC(CCC1N1C(C2=CC=C(C=C2C1=O)NCCOCCOCCOC=1C=C(C=CC1)CC(=O)NC=1SC(=C(N1)C=1C=C2CCN(C2=CC1)C(C1=C(C=CC=C1)C)=O)C)=O)=O 2-(3-(2-(2-(2-((2-(2,6-dioxopiperidin-3-yl)-1,3-dioxoisoindolin-5-yl)amino)ethoxy)ethoxy)ethoxy)phenyl)-N-(5-methyl-4-(1-(2-methylbenzoyl)indolin-5-yl)thiazol-2-yl)acetamide